3-Bromo-N-(3-methoxy-2,6-dimethylphenyl)-6-methyl-5-(pyrrolidin-1-yl)pyridin-2-amine BrC=1C(=NC(=C(C1)N1CCCC1)C)NC1=C(C(=CC=C1C)OC)C